Methyl 8-(2,4-dichlorophenyl)-9-(4-(1-fluoro-1-(1-(3-fluoropropyl)azetidin-3-yl)ethyl)phenyl)-6,7-dihydro-5H-benzo[7]annulene-3-carboxylate ClC1=C(C=CC(=C1)Cl)C=1CCCC2=C(C1C1=CC=C(C=C1)C(C)(C1CN(C1)CCCF)F)C=CC(=C2)C(=O)OC